C1(CCCCC1)CNC(=N)NC1=NC2=CC=CC=C2C(=N1)C 1-(Cyclohexylmethyl)-3-(4-methylquinazolin-2-yl)guanidine